(S)-2-(benzyloxycarbonylamino)-5-tert-butoxy-5-oxopentanoic acid C(C1=CC=CC=C1)OC(=O)N[C@H](C(=O)O)CCC(=O)OC(C)(C)C